(2S,5R)-N-{[(2S,4S)-4-Fluoromethyl-pyrrolidin-2-yl]methyloxy}-7-oxo-6-(sulfooxy)-1,6-diazabicyclo[3.2.1]octane-2-carboxamide FC[C@H]1C[C@H](NC1)CONC(=O)[C@H]1N2C(N([C@H](CC1)C2)OS(=O)(=O)O)=O